2-chloro-3-oxo-4,4-difluorobutyrate ClC(C(=O)[O-])C(C(F)F)=O